O[C@@]1(CC[C@@]2([C@H]3CC[C@@]4([C@H](CC[C@H]4[C@@H]3CC[C@@H]2C1)[C@@H](CCC(=O)O)C)C)C)C1=CC=C(C=C1)C1=CC=CC=C1 (4R)-4-[(3R,5R,8R,9S,10S,13R,14S,17R)-3-hydroxy-10,13-dimethyl-3-(4-phenylphenyl)-1,2,4,5,6,7,8,9,11,12,14,15,16,17-tetradecahydrocyclopenta[a]phenanthren-17-yl]pentanoic acid